C(C)(C)(C)OC(=O)N1CC(=CCC1)C1=NC=C(C=C1)CC(=O)NC1=NC=C(C(=C1)Br)Cl 5-(2-((4-bromo-5-chloropyridin-2-yl)amino)-2-oxoethyl)-5',6'-dihydro-[2,3'-bipyridine]-1'(2'H)-carboxylic acid tert-butyl ester